C(=O)C1=CN(C2=CN=CC=C21)C(=O)OC(C)(C)C tert-butyl 3-formyl-1H-pyrrolo[2,3-c]pyridine-1-carboxylate